4-((2-(2-butoxycarbonyl)ethylamino-5-phenylthieno[2,3-d]pyrimidin-4-yl)aminomethyl)benzenesulfonamide CC(CC)OC(=O)CCNC=1N=C(C2=C(N1)SC=C2C2=CC=CC=C2)NCC2=CC=C(C=C2)S(=O)(=O)N